(R)-(4-(6-methylpyrazolo[1,5-a]pyridin-2-yl)-6,7-dihydro-1H-imidazo[4,5-c]pyridin-5(4H)-yl)(oxazol-5-yl)methanone CC=1C=CC=2N(C1)N=C(C2)[C@@H]2N(CCC1=C2N=CN1)C(=O)C1=CN=CO1